N3-methyl-N2-(3-(5-(1-methyl-piperidin-4-yloxy)pyridin-2-yl)-1,2,4-thiadiazol-5-yl)pyridine-2,3-diamine CNC=1C(=NC=CC1)NC1=NC(=NS1)C1=NC=C(C=C1)OC1CCN(CC1)C